N(C(=N)N)C1=CC=C(C=C1)S(=O)(=O)NC1=CN=CS1 5-[(4-Guanidinophenyl)sulfonylamino]thiazol